(1-(4-(trifluoromethyl)pyridin-2-yl)methyl)pyridazin-3(2H)-one FC(C1=CC(=NC=C1)CN1N=CC=CC1=O)(F)F